3,5-bis(perfluorohexyloxycarbonyl)phenol perfluorododecyl-p-hydroxybenzoate FC=1C(=C(C(=O)OC2=CC(=CC(=C2)C(=O)OC(C(C(C(C(C(F)(F)F)(F)F)(F)F)(F)F)(F)F)(F)F)C(=O)OC(C(C(C(C(C(F)(F)F)(F)F)(F)F)(F)F)(F)F)(F)F)C(=C(C1O)F)F)C(C(C(C(C(C(C(C(C(C(C(C(F)(F)F)(F)F)(F)F)(F)F)(F)F)(F)F)(F)F)(F)F)(F)F)(F)F)(F)F)(F)F